N-{(2S,3R,4S)-1-(azetidine-1-carbonyl)-4-fluoro-2-[(2,3',5'-trifluoro[1,1'-biphenyl]-3-yl)methyl]pyrrolidin-3-yl}cyclopropane-sulfonamide N1(CCC1)C(=O)N1[C@H]([C@H]([C@H](C1)F)NS(=O)(=O)C1CC1)CC=1C(=C(C=CC1)C1=CC(=CC(=C1)F)F)F